tert-butyl N-[[1-[4-[[2-(tert-butoxycarbonylamino)-5-(2-thienyl)phenyl]carbamoyl]phenyl]cyclopropyl]-methyl-oxo-sulfanylidene]carbamate C(C)(C)(C)OC(=O)NC1=C(C=C(C=C1)C=1SC=CC1)NC(=O)C1=CC=C(C=C1)C1(CC1)S(=NC(OC(C)(C)C)=O)(=O)C